(3-methoxy-4-methylphenyl)-4-[2-oxo-4-(1H-pyrazol-1-yl)-2,3-dihydro-1H-1,3-benzodiazol-1-yl]piperidine-1-carboxamide COC=1C=C(C=CC1C)C1N(CCC(C1)N1C(NC2=C1C=CC=C2N2N=CC=C2)=O)C(=O)N